N-((2S,4R)-2-(2,5-Difluorophenyl)piperidin-4-yl)-2,2,2-trifluoro-N-isopropylacetamide hydrochloride Cl.FC1=C(C=C(C=C1)F)[C@H]1NCC[C@H](C1)N(C(C(F)(F)F)=O)C(C)C